FC(OC=1C=C2C=CNC2=CC1)(F)F 5-(trifluoromethoxy)-1H-indol